(R)-N-(1-cyclopropyl-3-(3,3-difluorocyclobutyl)-4-methyl-1H-pyrazol-5-yl)-2,2-difluoro-cyclopropane-1-carboxamide C1(CC1)N1N=C(C(=C1NC(=O)[C@@H]1C(C1)(F)F)C)C1CC(C1)(F)F